CO[Si](CCCCCCS)(OC)OC 6-(Trimethoxysilyl)-1-hexanethiol